C1=2SCCCNC2C(C1=O)=O 2-thia-6-azabicyclo[5.2.0]non-1(7)-ene-8,9-dione